tert-butyl (R)-3-((3-((1-(1-(ethylsulfonyl) piperidin-4-yl)ethyl) carbamoyl)-4-methylphenyl)amino)azetidine-1-carboxylate C(C)S(=O)(=O)N1CCC(CC1)[C@@H](C)NC(=O)C=1C=C(C=CC1C)NC1CN(C1)C(=O)OC(C)(C)C